CC1=CC(=NN1C1=CC=C(C(=O)OC)C=C1)C(F)(F)F methyl 4-[5-methyl-3-(trifluoromethyl)pyrazol-1-yl]benzoate